OC1=C(C=C(C=C2C(N(/C(/S2)=N/C2=CC=C(C=C2)S(=O)(=O)N)C2=CC=CC=C2)=O)C=C1)OC 4-(((2Z)-5-(4-hydroxy-3-methoxybenzylidene)-4-oxo-3-phenylthiazolidin-2-ylidene)amino)benzenesulphonamide